5-Bromo-N2-(4-methoxybenzyl)-6-methylpyridine-2,3-diamine BrC=1C=C(C(=NC1C)NCC1=CC=C(C=C1)OC)N